C(C(=C)C)(=O)OCC(COCCC[Si](O[Si](O[Si](O[Si](O[Si](C)(C)CCCC)(C)C)(C)C)(C)C)(C)C)O 3-[3-(9-butyl-1,1,3,3,5,5,7,7,9,9-decamethyl-1-pentasiloxanyl)propoxyl]-2-hydroxylpropyl methacrylate